BrC1=CC=C(C=C1)N1C=C(C(=C1)C1=CC=C(C=C1)F)[C@@H]1O[C@H](C(N1CCC1=CC2=C(NC(N2)=O)C=C1)=O)C (2S,5S)-2-(1-(4-bromophenyl)-4-(4-fluorophenyl)-1H-pyrrol-3-yl)-5-methyl-3-(2-(2-oxo-2,3-dihydro-1H-benzo[d]imidazol-5-yl)ethyl)oxazolidin-4-one